ClC1=CC=C(C=C1)C1=C(CCC(C1)(C)C)CN1CCNCC1 1-[[2-(4-chlorophenyl)-4,4-dimethylcyclohex-1-en-1-yl]methyl]piperazine